N-(4-((4-(oxiran-2-yl)-4-phenethylpiperidin-1-yl)methyl)phenyl)acetamide O1C(C1)C1(CCN(CC1)CC1=CC=C(C=C1)NC(C)=O)CCC1=CC=CC=C1